ClC1=CC=C2C(N(C(NC2=C1)=O)O)=O 7-Chloro-3-hydroxy-1H-quinazoline-2,4-dione